1-(3-fluoro-[1,1'-biphenyl]-4-yl)-3-(quinoxalin-6-yl)prop-2-en-1-one FC=1C=C(C=CC1C(C=CC=1C=C2N=CC=NC2=CC1)=O)C1=CC=CC=C1